COC1=NC=C(C(=N1)OC)[C@@H]1C[C@@](CC1)(C(=O)O)CCC cis-3-(2,4-dimethoxypyrimidin-5-yl)-1-propylcyclopentane-1-carboxylic acid